C(C)(C)(C)C1=CC(=CC(=C1O)C(C)(C)C)COC 2,6-di-tert-butyl-alpha-methoxy-p-cresol